(R)-9-(2-(3-amino-3-(2-methyl-2H-tetrazol-5-yl)pyrrolidin-1-yl)-6-bromo-4-chlorobenzyl)-9H-purin-6-amine N[C@]1(CN(CC1)C1=C(CN2C3=NC=NC(=C3N=C2)N)C(=CC(=C1)Cl)Br)C=1N=NN(N1)C